beta-cyanoethyl-triethoxysilane C(#N)CC[Si](OCC)(OCC)OCC